NC1=NN2C(N=C(C=C2)C=2C=C3CN(C(C3=C(C2)C2CC2)=O)[C@@H](C)C2CC2)=C1C(=O)NC1CC1 2-amino-N-cyclopropyl-5-{7-cyclopropyl-2-[(1S)-1-cyclopropylethyl]-1-oxo-2,3-dihydro-1H-isoindol-5-yl}pyrazolo[1,5-a]pyrimidine-3-carboxamide